3-(pyridin-4-ylmethyl)thiourea N1=CC=C(C=C1)CNC(N)=S